Cl.OC1=C(C(=O)O)C=C(C=C1)NC(C1=NC=C(C=C1)CCCCC)=O 2-hydroxy-5-(5-pentylpicolinamido)benzoic acid hydrogen chloride